(1s,3S)-3-fluoro-N-((R)-1-((1s,4S)-4-(6-fluoroquinolin-4-yl)cyclohexyl)ethyl)cyclobutanecarboxamide titanium trishydroxide [OH-].[OH-].[OH-].[Ti+3].FC1CC(C1)C(=O)N[C@@H](C)C1CCC(CC1)C1=CC=NC2=CC=C(C=C12)F